C(CCC)N(CCCC)C[SiH](C=1C=C(C=C)C=CC1)COC 3-(dibutylaminomethylmethoxymethylsilyl)styrene